(2S)-2-(3-methoxy-2-methylphenyl)pyrrolidine hydrochloride Cl.COC=1C(=C(C=CC1)[C@H]1NCCC1)C